(octyloxy)ethan-1-ol C(CCCCCCC)OC(C)O